ClC=1C=C2C(N(C(C3=C2C2=C(C(N(C(C12)=O)C1CCCCC1)=O)S3)=O)C3CCCCC3)=O 8-chloro-2,6-dicyclohexylthieno[2,3,4,5-lmn][3,8]phenanthroline-1,3,5,7(2H,6H)-tetraone